FC1=C(C=CC(=C1)S(=O)(=O)C)NC1=NC(=C(C(=N1)N(C1=NN(C(=C1)C)CC1=CC=C(C=C1)OC)CC1=CC=C(C=C1)OC)OC)C1=NN(C=C1)C N2-(2-fluoro-4-(methylsulfonyl)phenyl)-5-methoxy-N4-(4-methoxybenzyl)-N4-(1-(4-methoxybenzyl)-5-methyl-1H-pyrazol-3-yl)-6-(1-methyl-1H-pyrazol-3-yl)pyrimidine-2,4-diamine